(E)-1,5-diphenyl-pent-2-en-1-one C1(=CC=CC=C1)C(\C=C\CCC1=CC=CC=C1)=O